1-(4-((5,5-dimethyl-2,4-dioxo-3-(4-((trifluoromethyl)thio)phenyl)imidazolidin-1-yl)methyl)pyridin-2-yl)-3-(4-fluorophenyl)urea CC1(C(N(C(N1CC1=CC(=NC=C1)NC(=O)NC1=CC=C(C=C1)F)=O)C1=CC=C(C=C1)SC(F)(F)F)=O)C